NC1=NC=2C=CC=NC2C2=C1C(OCC(N2)CCCCC)=O 6-amino-2-pentyl-2,3-dihydro-[1,4]oxazepino[6,5-c][1,5]naphthyridin-5(1H)-one